[3-(cyclopropylsulfamoylamino)-2,6-difluoro-phenyl]-[5-(2-methoxypyrimidin-5-yl)-1H-pyrrolo[2,3-b]pyridin-3-yl]methanone C1(CC1)NS(=O)(=O)NC=1C(=C(C(=CC1)F)C(=O)C1=CNC2=NC=C(C=C21)C=2C=NC(=NC2)OC)F